C1=C(C(=CC=C1[Mg]Br)C)C 6-xylylmagnesium bromide